FC=1C=C(C=NC1N1CCC(CC1)C1=CC=C(C=C1)B1OC(C(O1)(C)C)(C)C)C1C(NC(CC1)=O)=O 3-(5-Fluoro-6-(4-(4-(4,4,5,5-tetramethyl-1,3,2-dioxaborolan-2-yl)phenyl)piperidin-1-yl)pyridin-3-yl)piperidine-2,6-dione